ClC1C(CCCC1)(C(=O)[O-])CC1=CC=CC=C1.[I-].C1(CCCCC1)C(=O)OC([N+]1(CCC=C(C1)C1=NSN=C1OCCCCCC)C)C1=CC=CC=C1.C1(CCCCC1)C(=O)OC(C1=CC=CC=C1)[N+]1(CCC=C(C1)C1=NSN=C1OCCCCCC)C 1-(((cyclohexanecarbonyl)oxy)(phenyl)methyl)-5-(4-(hexyloxy)-1,2,5-thiadiazol-3-yl)-1-methyl-1,2,3,6-tetrahydropyridin-1-ium iodide Chloro(phenyl)methyl-cyclohexanecarboxylate